ClC=1C=C(C=CC1)NC(CNCC1=C(C=CC=C1)N)=O N-(3-chlorophenyl)-2-((2-aminobenzyl)amino)acetamide